METHYL-TRIDECANAL tert-butyl-4-[4-hydroxy-2-(2-hydroxyethyl)butyl]piperidine-1-carboxylate C(C)(C)(C)OC(=O)N1CCC(CC1)CC(CCO)CCO.CC(C=O)CCCCCCCCCCC